tert-butyl ((3R,6S)-6-((2-(5-(4-fluoro-2-(isopropyl((S)-tetrahydrofuran-3-yl)carbamoyl)phenoxy)pyrimidin-4-yl)-2,7-diazaspiro[3.5]nonan-7-yl)methyl)tetrahydro-2H-pyran-3-yl)carbamate FC1=CC(=C(OC=2C(=NC=NC2)N2CC3(C2)CCN(CC3)C[C@@H]3CC[C@H](CO3)NC(OC(C)(C)C)=O)C=C1)C(N([C@@H]1COCC1)C(C)C)=O